NCC(C(=O)NC1=CC=2C(=CN=CC2)S1)C1=CC=C(C=C1)O 3-amino-2-(4-hydroxyphenyl)-N-(thieno[2,3-c]pyridin-2-yl)propionamide